CN(C(=O)C=1N=C(OC1)C=1C=NN(C1)C1=CC=CC=C1)[C@@H]1CNCC1 N-methyl-2-(1-phenyl-1H-pyrazol-4-yl)-N-[(3S)-pyrrolidin-3-yl]-1,3-oxazole-4-carboxamide